C(=C)C(C1=CC=CC=C1)NCCC[Si](OCCCN)(OC)OC N-(vinyl-benzyl)-2-aminoethyl-3-aminopropyl-trimethoxysilane